COC1=NC=C(C(=C1)CC(C(=O)OCC)=O)[N+](=O)[O-] ethyl 3-(2-methoxy-5-nitropyridin-4-yl)-2-oxopropionate